3-[4-[3-[(4-methoxyphenyl)methyl]-2,4-dioxo-hexahydropyrimidin-1-yl]-8-isoquinolinyl]-3,8-diazabicyclo[3.2.1]octane-8-carboxylic acid tert-butyl ester C(C)(C)(C)OC(=O)N1C2CN(CC1CC2)C=2C=CC=C1C(=CN=CC21)N2C(N(C(CC2)=O)CC2=CC=C(C=C2)OC)=O